4-(4-(benzyloxy)phenyl)piperidine hydrochloride Cl.C(C1=CC=CC=C1)OC1=CC=C(C=C1)C1CCNCC1